C(C([2H])([2H])[2H])(=O)N1[C@H](CN(CC1)C(C=C)=O)C1=CC(=NC(=C1)Cl)C1=CC(=NC(=C1)F)C(=O)NC([2H])([2H])[2H] (S)-4-(1-(acetyl-d3)-4-acryloylpiperazin-2-yl)-6-chloro-6'-fluoro-N-(methyl-d3)-[2,4'-bipyridine]-2'-carboxamide